C[Al](CC(C)C)Cl Methyl-isobutyl-aluminum chloride